2-(ethoxymethyl)-1-isobutyl-imidazo[4,5-c]quinolin-9-ol C(C)OCC=1N(C2=C(C=NC=3C=CC=C(C23)O)N1)CC(C)C